ClC(SN(C1=CC=CC=C1)S(=O)(=O)N(C)C)(F)Cl 1,1-dichloro-N-((dimethylamino)-sulfonyl)-1-fluoro-N-phenylmethanesulfenamide